7-(but-3-en-1-yloxy)-3-(4-methoxyphenyl)-4H-chromen-4-one C(CC=C)OC1=CC=C2C(C(=COC2=C1)C1=CC=C(C=C1)OC)=O